C[C@@H]1O[C@@H](CN(C1)C1=NC(=C2N1C1=CC(=CC=C1N=C2)C=2C=CC(=NC2)N2CCC(CC2)NC)C)C 1-(5-(1-((2S,6R)-2,6-dimethylmorpholino)-3-methylimidazo[1,5-a]quinoxalin-8-yl)pyridin-2-yl)-N-methylpiperidin-4-amine